C(C)(C)(C)OC(=O)N1CC(C1)(C)C=O 3-formyl-3-methyl-azetidine-1-carboxylic acid tert-butyl ester